C1(=CC=CC=C1)[C@@H](CNC(=O)C1CCN(CC1)C(=O)C1=NNC(=C1)C1=CC=NC=C1)C N-[(2S)-2-phenylpropyl]-1-[5-(pyridin-4-yl)-1H-pyrazole-3-carbonyl]piperidine-4-carboxamide